N-((3-fluoropyridin-2-yl)methyl)-2-(2-((2-(1-phenyl-6,7-dihydro-1H-[1,4]dioxino[2',3':4,5]benzo[1,2-d]imidazol-2-yl)ethyl)amino)ethyl)oxazolo[4,5-c]pyridin-4-amine formate C(=O)O.FC=1C(=NC=CC1)CNC1=NC=CC2=C1N=C(O2)CCNCCC2=NC1=C(N2C2=CC=CC=C2)C=C2C(=C1)OCCO2